3-Cyanobenzyl (S)-3-cyclopropyl-2-(2-((S)-1-(2,3-difluorobenzyl)-5-oxopyrrolidin-2-yl)acetamido)propanoate C1(CC1)C[C@@H](C(=O)OCC1=CC(=CC=C1)C#N)NC(C[C@H]1N(C(CC1)=O)CC1=C(C(=CC=C1)F)F)=O